1-[4-[(1,3-benzodioxol-5-ylmethyl)amino]-6-chloro-2-quinazolinyl]-4-piperidinecarboxylic acid monohydrochloride Cl.O1COC2=C1C=CC(=C2)CNC2=NC(=NC1=CC=C(C=C21)Cl)N2CCC(CC2)C(=O)O